N1N=NN=C1CCC=1C=C(C=CC1)C1=CC(=C(C=C1)C=1NC(C2=C(N1)NN=N2)=O)OCC 5-(3'-(2-(1H-Tetrazol-5-yl)ethyl)-3-ethoxy-[1,1'-biphenyl]-4-yl)-3,6-dihydro-7H-[1,2,3]triazolo[4,5-d]pyrimidin-7-one